C(C1=CC=CC=C1)OC(=O)NCCC1=CC=C(C=C1)N1C[C@@H](CC1)N(C(OC(C)(C)C)=O)C tert-butyl (R)-(1-(4-(2-(((benzyloxy)carbonyl)amino)ethyl)phenyl)pyrrolidin-3-yl)(methyl)carbamate